C(C)OC(=O)C=1C(C=C2N(C(CC3=CC(=C(C=C23)OC)C=2C=NC(=NC2)N2CCC2)C(C)(C)C)C1)=O 9-[2-(azetidin-1-yl)pyrimidin-5-yl]-6-tert-butyl-10-methoxy-2-oxo-6,7-dihydro-2H-pyrido[2,1-a]isoquinoline-3-carboxylic acid ethyl ester